C1(CCCCC1)CNC(=O)C=1OC2=CC=CC=C2C(C1C)=O N-(cyclohexylmethyl)-3-methyl-4-oxo-4H-chromene-2-carboxamide